C(C1=CC=CC=C1)N1CC=2C(N(C=3N=CC=CC3C2CC1)CC=1C(=NOC1C)C)=O 3-benzyl-6-((3,5-dimethylisoxazol-4-yl)methyl)-2,3,4,6-tetrahydropyrido[3,4-c][1,8]naphthyridine-5(1H)-one